3-chloro(2H6)propane-1-sulfonyl chloride ClC(C(C(S(=O)(=O)Cl)([2H])[2H])([2H])[2H])([2H])[2H]